C(C)C1CCC(C2=CC=C(C=C12)C)N 4-ethyl-6-methyl-1,2,3,4-tetrahydronaphthalen-1-amine